7-((6-(4-aminopiperidine-1-yl)-2-(4-cyano-3-fluorophenyl)-3-(3-hydroxy-4-methoxyphenyl)pyridin-4-yl)oxy)-N-hydroxyheptanamide Hydrochloride Cl.NC1CCN(CC1)C1=CC(=C(C(=N1)C1=CC(=C(C=C1)C#N)F)C1=CC(=C(C=C1)OC)O)OCCCCCCC(=O)NO